FCCOC=1C=C(C=CC1)[C@H](C1CCN(CC1)C(=O)N1C[C@@H]2[C@@H](OCC(N2)=O)CC1)C1=CC=CC=C1 |o1:10| (4aR,8aS)-6-(4-((R or S)-(3-(2-Fluoroethoxy)phenyl)(phenyl)methyl)piperidine-1-carbonyl)hexahydro-2H-pyrido[4,3-b][1,4]oxazin-3(4H)-one